ClC1=CC=C2C(=N1)C(=CN2)NC2=NC1=C(N2)C=CC=C1C#N 2-[(5-Chloro-1H-pyrrolo[3,2-b]pyridin-3-yl)amino]-1H-benzo[d]imidazole-4-carbonitrile